tert-butyl N-[(3S,4R)-1-carbamoyl-4-[[4-(1-hydroxy-3,6,9,12-tetraoxapentadecan-15-yl)phenyl]meth-oxy]pentan-3-yl]carbamate C(N)(=O)CC[C@@H]([C@@H](C)OCC1=CC=C(C=C1)CCCOCCOCCOCCOCCO)NC(OC(C)(C)C)=O